N-[3-[5-cyclopropylsulfanyl-2-(difluoromethoxy)phenyl]-1-[2-oxo-2-(4-tetrahydropyran-4-ylpiperazin-1-yl)ethyl]pyrazol-4-yl]pyrazolo[1,5-a]pyrimidine-3-carboxamide C1(CC1)SC=1C=CC(=C(C1)C1=NN(C=C1NC(=O)C=1C=NN2C1N=CC=C2)CC(N2CCN(CC2)C2CCOCC2)=O)OC(F)F